NC1=NC=CC=C1C1=NC=2C(=NC(=CC2)C2=CC=CC=C2)N1C1=CC=C(CN2CCC3(CCCN(C3)C(=O)OC(C)(C)C)CC2)C=C1 tert-Butyl 9-(4-(2-(2-aminopyridin-3-yl)-5-phenyl-3H-imidazo[4,5-b]pyridin-3-yl)benzyl)-2,9-diazaspiro[5.5]undecane-2-carboxylate